FC1=C(C=C(C(=C1)C=1CCNCC1)F)NC(=O)C=1SC(=CC1)C=1CCNCC1 N-(2,5-difluoro-4-(1,2,3,6-tetrahydropyridin-4-yl)phenyl)-5-(1,2,3,6-tetrahydropyridin-4-yl)thiophene-2-carboxamide